ClC=1C=NN(C(C1Cl)=O)CC(=O)NC1=CC(=C(C=C1)C)S(=O)(=O)CCCC1=NC=CC=C1 2-(4,5-dichloro-6-oxo-pyridazin-1-yl)-N-[4-methyl-3-[3-(2-pyridyl)propylsulfonyl]phenyl]acetamide